C(C)(C)C1=C2C=CN=CC2=C(C=C1)N1[C@@H]([C@H](C1)CS(=O)(=O)C)C 5-isopropyl-8-((2R,3S)-2-methyl-3-((methylsulfonyl)methyl)azetidin-1-yl)isoquinolin